BrC1=CN(C(C2=C1N=C(N=C2)NC2=CC=C1CCN(CC1=C2)C(=O)OC(C)(C)C)=O)C2=C(C=CC=C2Cl)Cl tert-butyl 7-[[8-bromo-6-(2,6-dichlorophenyl)-5-oxo-pyrido[4,3-d]pyrimidin-2-yl]amino]-3,4-dihydro-1H-isoquinoline-2-carboxylate